S(=O)(=O)(O)C1=C(C=CC2=CC=C(C=C2)C2=CC=C(C=C2)C=CC2=C(C=CC=C2)S(=O)(=O)O)C=CC=C1 bis(2-sulfostyryl)-1,1'-biphenyl